2,5-dihydroxy-1,4-benzenedisulfonic acid OC1=C(C=C(C(=C1)S(=O)(=O)O)O)S(=O)(=O)O